C(C)(C)S(=O)C=1N=C(C2=C(N1)N=CC=C2)NCC=2C(=NC=CC2)C(F)(F)F 2-(isopropylsulfinyl)-N-((2-(trifluoromethyl)pyridin-3-yl)methyl)pyrido[2,3-d]pyrimidin-4-amine